C1(CCCC1)NC=1N=CC2=C(N1)N(C(C(=C2)OC2=CC=C(C=C2)F)=O)C 2-(cyclopentylamino)-6-(4-fluorophenoxy)-8-methylpyrido[2,3-d]pyrimidin-7(8H)-one